3,5-di-tert-butyl-4-hydroxybenzyl-mercaptoacetic acid-isooctyl ester C(CCCCC(C)C)OC(C(S)CC1=CC(=C(C(=C1)C(C)(C)C)O)C(C)(C)C)=O